2-methyl-1,4-cyclopentanediol CC1C(CC(C1)O)O